Allyl (15S,18S)-18-amino-22-diazo-15-(4-diazo-3-oxobutyl)-14,17,21-trioxo-4,7,10-trioxa-13,16-diazadocosanoate N[C@H](C(N[C@H](C(NCCOCCOCCOCCC(=O)OCC=C)=O)CCC(C=[N+]=[N-])=O)=O)CCC(C=[N+]=[N-])=O